CNC1=NN=NN1C1=CC=CC=C1 N-methyl-1-phenyl-1H-tetrazol-5-amine